butyl 6-(6-(tert-butyl)pyridin-2-yl)-2-azaspiro[3.4]octane-2-carboxylate C(C)(C)(C)C1=CC=CC(=N1)C1CC2(CN(C2)C(=O)OCCCC)CC1